C(C)(C)(C)N1C(N(C2=CC=3C(=NN=C(C3C=C21)N[C@H](C)C2=C(C(=CC=C2)C(F)F)F)C)C)=O 3-tert-butyl-1,8-dimethyl-5-[[(1R)-1-[3-(difluoromethyl)-2-fluoro-phenyl]ethyl]amino]imidazo[4,5-g]phthalazin-2-one